N-(cyanomethyl)-4-(5-methyl-2-((1-methyl-1H-pyrazol-3-yl)amino)pyrimidin-4-yl)benzamide C(#N)CNC(C1=CC=C(C=C1)C1=NC(=NC=C1C)NC1=NN(C=C1)C)=O